(10Z)-13-hydroxy-10-tridecenyl acetate C(C)(=O)OCCCCCCCCC\C=C/CCO